O=C1NC=CC(=C1)NC(C1=C(C=C(C=C1)OC(F)(F)F)OC(F)(F)F)=O N-(2-oxo-1,2-dihydropyridin-4-yl)-2-(trifluoromethoxy)-4-(trifluoromethoxy)benzamide